[1-(methoxycarbonyl)cyclohexyl]methanaminium chloride [Cl-].COC(=O)C1(CCCCC1)C[NH3+]